CS(=O)(=O)C1=CC=C(C=C1)S(=O)(=O)N1CC2(CCNCC2)C2=CC=CC=C12 1-((4-(methylsulfonyl)phenyl)sulfonyl)spiro[indoline-3,4'-piperidine]